N1C(=NCC2=CC=CC=C12)SCC=1N2C(SC1)=NC(C2)C2=CC=CC=C2 3-(((1,4-dihydroquinazolin-2-yl)thio)methyl)-6-phenyl-5,6-dihydroimidazo[2,1-b]thiazole